C1(=C(C=CC=C1)NC(O)=O)C1=CC=CC=C1 Biphenyl-2-ylcarbamic Acid